CC1NCC1 2-methylazetidine